ClC=1C(=CC=C2N=CC(=NC12)C=1C=NN(C1)C1CC2COCC(C1)N2)OC2=CC1=C(N=C(N1)C)C=C2 7-[4-[8-chloro-7-[(2-methyl-3H-benzimidazol-5-yl)oxy]quinoxalin-2-yl]pyrazol-1-yl]-3-oxa-9-azabicyclo[3.3.1]nonane